6-(3-fluoro-2-methoxy-phenyl)-2-(2-pyridyloxymethyl)imidazo[1,2-a]pyrimidine FC=1C(=C(C=CC1)C=1C=NC=2N(C1)C=C(N2)COC2=NC=CC=C2)OC